(R)-tert-butyl 4-(6-((4-cyano-2-fluorobenzyl)oxy)pyridin-2-yl)-2-(hydroxymethyl)piperazine-1-carboxylate C(#N)C1=CC(=C(COC2=CC=CC(=N2)N2C[C@@H](N(CC2)C(=O)OC(C)(C)C)CO)C=C1)F